(3-chloro-4-methyl-6,7-dihydro-5H-pyrido[2,3-c]pyridazin-8-yl)-5-[3-(2-fluoro-4-iodo-phenoxy)propyl]thiazole-4-carboxylic acid ClC1=C(C2=C(N=N1)N(CCC2)C=2SC(=C(N2)C(=O)O)CCCOC2=C(C=C(C=C2)I)F)C